N-[(6-Amino-2-pyridyl)sulfonyl]-6-(3-chlorophenyl)-2-(2,4,6-trimethylphenoxy)pyridin-3-carboxamid NC1=CC=CC(=N1)S(=O)(=O)NC(=O)C=1C(=NC(=CC1)C1=CC(=CC=C1)Cl)OC1=C(C=C(C=C1C)C)C